C(C)N(C=NC1=C(C=C(C(=C1)OC)C1(COC1)OCC1=C(C=CC=C1)SC(F)(F)F)C)C N-ethyl-N'-(5-methoxy-2-methyl-4-(3-((2-((trifluoromethyl)thio)benzyl)oxy)oxetan-3-yl)phenyl)-N-methylformimidamide